[Sm].[Sb] antimony-samarium